5-((3-chlorophenyl)ethynyl)-8-cyclopentyl-2-(4-(phenethylamino)piperidin-1-yl)pyrido[2,3-d]pyrimidin-7-one ClC=1C=C(C=CC1)C#CC1=CC(N(C=2N=C(N=CC21)N2CCC(CC2)NCCC2=CC=CC=C2)C2CCCC2)=O